CN(C)CC=1C=C(N(CC2=CC=C3C=CC=NC3=C2)CC2=CC(=CC=C2)OC)C=CC1 3-((dimethylamino)methyl)-N-(3-methoxybenzyl)-N-(quinolin-7-ylmethyl)aniline